C(C)(C)(C)OC(=O)N[C@H]([C@H](C#N)NC1=C(C=C(C=C1)C1=CC=C(C=C1)C(=O)N1CCOCC1)C(=O)OC)CC1=CNC2=CC=CC=C12 |&1:9| Methyl 4-(((1RS,2S)-2-((tert-butoxycarbonyl)amino)-1-cyano-3-(1H-indol-3-yl)propyl)amino)-4'-(morpholine-4-carbonyl)-[1,1'-biphenyl]-3-carboxylate